(12aR)-12-[(R)-(3,4-difluorophenyl)(phenyl)methyl]-3,4,12,12a-tetrahydro-1H-[1,4]oxazino[3,4-c]pyrido[2,1-f][1,2,4]triazine-6,8-dione FC=1C=C(C=CC1F)[C@H](N1N2C(C(N3[C@H]1COCC3)=O)=CC(C=C2)=O)C2=CC=CC=C2